COC1=CC=C(C=C1)CCC(C(=O)[O-])=C 4-(4-methoxyphenyl)-2-methylenebutanoate